CC1(CC=C(CC1)B1OC(C(O1)(C)C)(C)C)N1CCOCC1 4-[1-methyl-4-(4,4,5,5-tetramethyl-1,3,2-dioxaborolan-2-yl)cyclohex-3-en-1-yl]morpholine